1,11-bis-(1-carboxycyclopropyl)undecan-6-ol C(=O)(O)C1(CC1)CCCCCC(CCCCCC1(CC1)C(=O)O)O